NCN1C=C([C@H]2[C@H](O)[C@H](O)[C@@H](CO)O2)C(NC1=O)=O 1-Aminomethyl-pseudouridine